6-(3,5-dimethylisoxazol-4-yl)-1-(tetrahydro-2H-pyran-2-yl)-1H-indazol-3-amine CC1=NOC(=C1C1=CC=C2C(=NN(C2=C1)C1OCCCC1)N)C